N1(N=CN=C1)CC1(CC=C(C=C1)C1=CC=CC=C1)CN1N=CN=C1 4,4-bis((1-1,2,4-triazole-1-yl)methyl)biphenyl